2-Chloro-4-fluoro-5-(3-methyl-2,6-dioxo-4-trifluoromethyl-3,6-dihydropyrimidin-1(2H)-yl)benzoic acid ClC1=C(C(=O)O)C=C(C(=C1)F)N1C(N(C(=CC1=O)C(F)(F)F)C)=O